CN(C1=CC=C(C=C1)C=CCC=C(C)O)C 1-(4-(Dimethylamino)phenyl)-5-hydroxyhexa-1,4-dien